C1(=CC=CC=C1)N Phenylamin